ClC1=NC=C(C(=C1)NC1CCC(CC1)C(C)(C)O)C#CC=1C=NN(C1)C(F)(F)F 2-((1s,4s)-4-((2-chloro-5-((1-(trifluoromethyl)-1H-pyrazol-4-yl)ethynyl)pyridin-4-yl)amino)cyclohexyl)propan-2-ol